2-(2-(4'-(diphenylamino)-3-methoxy-[1,1'-biphenyl]-4-yl)vinyl)-1,3,3-trimethyl-3H-indole C1(=CC=CC=C1)N(C1=CC=C(C=C1)C1=CC(=C(C=C1)C=CC1N(C2=CC=CC=C2C1(C)C)C)OC)C1=CC=CC=C1